N(N)CCN(C)C 2-hydrazineyl-N,N-dimethylethan-1-amine